C1=CC2=NNN=C2C=C1CC3=CC4=NNN=C4C=C3 methylenebisbenzotriazole